BrC1=CC=C(C=C1)CCCCCC 1-bromo-4-hexyl-benzene